1,8-dichloro-bicyclo[5.4.0]undec-7-ene ClC12CCCCCC2=C(CCC1)Cl